N-((3R,4S)-4-((6-(2,6-difluoro-3,5-dimethoxyphenyl)-8-(3-methoxy-3-methylpyrrolidin-1-yl)pyrido[3,4-d]pyrimidin-2-yl)amino)tetrahydro-furan-3-yl)acrylamide FC1=C(C(=C(C=C1OC)OC)F)C1=CC2=C(N=C(N=C2)N[C@H]2[C@H](COC2)NC(C=C)=O)C(=N1)N1CC(CC1)(C)OC